[N].[N].O1CCC(CC1)OC1=C2C=NC=NC2=CC=C1 5-tetrahydropyran-4-yloxyquinazoline di-nitrogen